COC(=O)C1CCC(CC1)C1=NC=NO1 (1r,4r)-4-(1,2,4-oxadiazol-5-yl)cyclohexane-1-carboxylic acid methyl ester